(2-amino-1,1'-biphenyl-2-yl)palladium(I) NC1(C(=CC=CC1)C1=CC=CC=C1)[Pd]